Methyl 3-(5-chloro-2-hydroxythiazol-4-yl)-2-(((4-phenylcyclohexyl)oxy)methyl)piperidine-1-carboxylate ClC1=C(N=C(S1)O)C1C(N(CCC1)C(=O)OC)COC1CCC(CC1)C1=CC=CC=C1